3,5-Dimethyl-2-isobutylpyrazine CC=1C(=NC=C(N1)C)CC(C)C